methyl 5-[3-(2-fluoro-4-iodo-phenoxy)propyl]-2-(methylamino)thiazole-4-carboxylate FC1=C(OCCCC2=C(N=C(S2)NC)C(=O)OC)C=CC(=C1)I